CN1C(CC(CC1C)=O)C 1,2,6-trimethyl-4-piperidone